COC1=CC=C(CNC2=C(C(=O)O)C(=CC(=N2)C(F)(F)F)NCC2=CC=C(C=C2)OC)C=C1 2,4-bis((4-methoxybenzyl)amino)-6-(trifluoromethyl)nicotinic acid